(-)-(R)-ethyl 2-(2-((7-(3-(aminomethyl)phenyl)-2-((1,1-dimethylethylsulfinamido)methyl)benzofuran-5-yl)methoxy)phenyl)acetate NCC=1C=C(C=CC1)C1=CC(=CC=2C=C(OC21)CN[S@](=O)C(C)(C)C)COC2=C(C=CC=C2)CC(=O)OCC